1-[(2,4-difluorophenyl)methyl]-1-[(3r,4r)-1,3-dimethylpiperidin-4-yl]-3-{[4-(propan-2-yloxy)phenyl]methyl}urea FC1=C(C=CC(=C1)F)CN(C(=O)NCC1=CC=C(C=C1)OC(C)C)[C@H]1[C@@H](CN(CC1)C)C